CC1C2=CN(N=C2C2=C(C1)OC(=C2C(F)(F)F)C(=O)[O-])CC2CCOCC2 4-methyl-2-[(oxan-4-yl)methyl]-8-(trifluoromethyl)-4,5-dihydro-2H-furo[2,3-g]indazole-7-carboxylate